tert-butyl 2-(2-(4-((4-fluoro-3-methylphenyl)carbamoyl)-1,3,5-trimethyl-1H-pyrrol-2-yl)-2-oxoacetamido)-2-methylpropanoate FC1=C(C=C(C=C1)NC(=O)C=1C(=C(N(C1C)C)C(C(=O)NC(C(=O)OC(C)(C)C)(C)C)=O)C)C